NC1=C(C(=NN1C)C1CC2CC(CC2C1)(C(C(F)(F)F)(F)F)O)C(=O)NC1=CC(=C(C=C1)F)Cl 5-Amino-N-(3-chloro-4-fluorophenyl)-3-(5-hydroxy-5-(perfluoroethyl)octahydropentalen-2-yl)-1-methyl-1H-pyrazole-4-carboxamide